3-(tert-butyl)-1-(3,4-difluorophenyl)-1H-pyrazol-5-amine C(C)(C)(C)C1=NN(C(=C1)N)C1=CC(=C(C=C1)F)F